N-(3-(pyrazino[1',2':1,5]pyrazolo[4,3-c][2,6]naphthyridin-5-ylamino)phenyl)acetamide C1=C2C=3C(N=C(C2=CC=N1)NC=1C=C(C=CC1)NC(C)=O)=C1N(N3)C=CN=C1